methyl 2-bromo-4-[(2S,6R)-2,6-dimethylpiperazin-1-yl]benzoate BrC1=C(C(=O)OC)C=CC(=C1)N1[C@H](CNC[C@H]1C)C